C(C)(=O)NC1=CC=C(C=C1)C=1NC2=CC=C(C=C2C1F)NC(=O)[C@H]1N(CCC1)C([C@@H](C1=CC=CC=C1)NC(OC(C)(C)C)=O)=O tert-butyl {(1R)-2-[(2S)-2-({2-[4-(acetylamino)phenyl]-3-fluoro-1H-indol-5-yl}carbamoyl)pyrrolidin-1-yl]-2-oxo-1-phenylethyl}carbamate